5-bromopentyl-4-propoxybenzoate BrCCCCCOC(C1=CC=C(C=C1)OCCC)=O